(R)-N4-(1-((tert-butyldimethylsilyl)oxy)-2-methylhex-2-yl)-N2-(2,4-dimethoxybenzyl)-5-fluoropyrido[3,4-d]pyrimidine-2,4-diamine [Si](C)(C)(C(C)(C)C)OC[C@](CCCC)(C)NC=1C2=C(N=C(N1)NCC1=C(C=C(C=C1)OC)OC)C=NC=C2F